(4-(2,6-Dioxo-1-(prop-2-yn-1-yl)-8-(3-(trifluoromethyl)phenethyl)-1,2,6,7-tetrahydro-3H-purin-3-yl)butyl)phosphonic acid O=C1N(C(C=2NC(=NC2N1CCCCP(O)(O)=O)CCC1=CC(=CC=C1)C(F)(F)F)=O)CC#C